tert-Butyl-(S,E)-2-((3-(7-(dimethylamino)-2-(((2-hydroxyethoxy)carbonyl)amino)-7-oxohept-5-enamido)-2-oxopyridin-1(2H)-yl)methyl)-1H-indol-1-carboxylat C(C)(C)(C)OC(=O)N1C(=CC2=CC=CC=C12)CN1C(C(=CC=C1)NC([C@H](CC\C=C\C(=O)N(C)C)NC(=O)OCCO)=O)=O